ethyl 2-(decyl(ethoxycarbonyl)amino)-3-methylpentanoate C(CCCCCCCCC)N(C(C(=O)OCC)C(CC)C)C(=O)OCC